5-(2,2-difluoroethoxy)-2'-(3-fluoroazetidin-1-yl)-6'-(methylthio)-[2,4'-bipyridine]-3',5'-dicarbonitrile FC(COC=1C=CC(=NC1)C1=C(C(=NC(=C1C#N)SC)N1CC(C1)F)C#N)F